CC(C)(C)S(=O)N[C@H]1C2=CC=CC=C2CC12CCNCC2 2-methyl-N-[(1R)-spiro[1,3-dihydroindene-2,4'-piperidine]-1-yl]propane-2-sulfinamide